2-([1,1'-biphenyl]-4-yl)-N-(2-(4-methylpiperazin-1-yl)ethyl)-5-(2-nitrophenyl)oxazole-4-carboxamide C1(=CC=C(C=C1)C=1OC(=C(N1)C(=O)NCCN1CCN(CC1)C)C1=C(C=CC=C1)[N+](=O)[O-])C1=CC=CC=C1